1-(methoxymethylene)-1,2,3,4-tetrahydronaphthalene COC=C1CCCC2=CC=CC=C12